tert-butyl 7-methyl-6,7-dihydropyrazolo[1,5-a]pyrazine-5(4H)-carboxylate CC1CN(CC=2N1N=CC2)C(=O)OC(C)(C)C